N-(2-pyridinylmethyl)-N'-[2-thiopheneylmethyl]-N'-(5,6,7,8-tetrahydro-8-quinolinyl)-1,4-benzenedimethanamine N1=C(C=CC=C1)CNCC1=CC=C(C=C1)CN(C1CCCC=2C=CC=NC12)CC=1SC=CC1